C(C1=CC=CC=C1)OC1=C(N(C=C(C1=O)C(=O)NCC1=C(C=C(C=C1F)F)F)NC1(COCC1)C=C)C(=O)N[C@@H](C)C=C 3-(benzyloxy)-N2-((S)-but-3-en-2-yl)-4-oxo-N5-(2,4,6-trifluorobenzyl)-1-((3-vinyltetrahydrofuran-3-yl)amino)-1,4-dihydropyridine-2,5-dicarboxamide